(13Z)-Hexadec-13-en CCCCCCCCCCCC\C=C/CC